1,4-bis[(3-(3-aminopropyl)-palmitylamino)-2-hydroxypropyl]piperazine NCCCC(CCNCC(CN1CCN(CC1)CC(CNCCC(CCCCCCCCCCCCC)CCCN)O)O)CCCCCCCCCCCCC